C(C)OC(=O)C=1C(=NN(C1C)C)F 3-fluoro-1,5-dimethyl-1H-pyrazole-4-carboxylic acid ethyl ester